C(C)(C)OC(=O)OCOP(=O)(OCOC(=O)OC(C)C)OCOC(C(C)(C)C1C(OCC1C(C(=O)[O-])(C)C)C#N)=O ((((bis(((isopropoxycarbonyl) oxy) methoxy)) phosphoryl) oxy) methyl)-2-cyanotetrahydrofuran-3,4-diylbis(2-methylpropionate)